BrC=1C(=NC(=C(C1)C)C)N 3-bromo-5,6-dimethylpyridine-2-amine